(3S,4R)-N-{2-[(3R)-3-[(tert-butyldimethylsilyl)oxy]-3-phenylprop-1-yn-1-yl]-3-(2,2,2-trifluoroethyl)imidazo[1,2-a]pyridin-8-yl}-3-fluoro-1-methylpiperidin-4-amine [Si](C)(C)(C(C)(C)C)O[C@@H](C#CC=1N=C2N(C=CC=C2N[C@H]2[C@H](CN(CC2)C)F)C1CC(F)(F)F)C1=CC=CC=C1